oxoindoline O=C1NC2=CC=CC=C2C1